(2S,4S)-4-azido-L-proline N(=[N+]=[N-])[C@H]1C[C@H](NC1)C(=O)O